BrC1=C2C=CC(=NC2=C(C=C1C)Cl)N1CCOCC1 4-(5-bromo-8-chloro-6-methylquinolin-2-yl)morpholine